4-amino-2-azabicyclo[3.1.0]hexane-2-carboxylic acid tert-Butyl ester C(C)(C)(C)OC(=O)N1C2CC2C(C1)N